CC1=C(C=NN1)C1=CC2=C(N=C(S2)NC2=NC=CC(=C2)CNC)C=C1 6-(5-methyl-1H-pyrazol-4-yl)-N-(4-((methylamino)methyl)pyridin-2-yl)benzo[d]thiazol-2-amine